CC1=NCCO1 The molecule is a 5-membered heterocyclic compound, which is substituted in the 2-position with a methyl group and which is often used as a monomer in polymerisation reactions.